C1(CC1)C1=NC=2N(N=C(C(C2C2=CC=C(C=C2)OC(F)F)=O)C2=CC=C(C=C2)OC(F)F)C=C1 2-Cyclopropyl-7,9-bis[4-(difluoromethoxy)phenyl]-8H-pyrimido[1,2-b]pyridazin-8-one